(R)-N-((1H-pyrrolo[3,2-c]pyridin-2-yl)methyl)-2-(5-((1-(6-fluorodibenzo[b,d]furan-2-yl)ethyl)amino)-2-(2-fluorophenyl)-6-oxopyrimidin-1(6H)-yl)acetamide N1C(=CC=2C=NC=CC21)CNC(CN2C(=NC=C(C2=O)N[C@H](C)C2=CC1=C(OC3=C1C=CC=C3F)C=C2)C2=C(C=CC=C2)F)=O